NC=1C(=NON1)N1N=NC(=C1[C@](C)(CC)O)[C@@](C)(CC)O (2R,2'S)-2,2'-(1-(4-amino-1,2,5-oxadiazol-3-yl)-1H-1,2,3-triazole-4,5-diyl)bis(butan-2-ol)